BrC=1C=2C(C(=NC1)C1=CC3=C(S1)C=C(S3)N(CCCC)CCCC)=NSN2 2-(7-bromo-[1,2,5]thiadiazolo[3,4-c]pyridin-4-yl)-N,N-dibutyl-thieno[3,2-b]thiophen-5-amine